C(C)OC(=O)C=1C=NN(C1)C=1C=C2C(=CN(C2=CC1)C(C)C)C#N 1-(3-cyano-1-isopropyl-1H-indol-5-yl)-1H-pyrazole-4-carboxylic acid ethyl ester